OCC=1N=C(OC1)[C@@]1(C[C@H](CC1)NS(=O)(=O)C)COC1CCC(CC1)C1=NC=CC(=N1)OC N-((1S,3S)-3-(4-(hydroxymethyl)oxazol-2-yl)-3-((((1s,4R)-4-(4-methoxypyrimidin-2-yl)cyclohexyl)oxy)methyl)cyclopentyl)methanesulfonamide